1-(4-(4-fluorophenyl)-3,4-dihydroquinoxalin-1(2H)-yl)-3-((pyridin-2-ylmethyl)amino)propan FC1=CC=C(C=C1)N1CCN(C2=CC=CC=C12)CCCNCC1=NC=CC=C1